NC=1C(OC2=C(C1)C=CC=C2)=O 3-amino-2H-benzopyran-2-one